2-[(4-acetamido)phenyl]butyric acid C(C)(=O)NC1=CC=C(C=C1)C(C(=O)O)CC